BrC1=NC=CC=C1 Bromo-Pyridine